O=C([C@@H](C)NC(C([2H])([2H])[2H])=O)N1C(C(N(C(C1([2H])[2H])([2H])[2H])C1=CC(=C(C=C1)[2H])C(F)(F)F)([2H])[2H])([2H])[2H] (R,S)-N-(1-oxo-1-(4-(3-(trifluoromethyl)phenyl-4-d)piperazin-1-yl-2,2,3,3,5,5,6,6-d8)propan-2-yl)acetamide-2,2,2-d3